(2,4-dimethoxybenzyl)-3-ethyl-N2-(tetrahydro-2H-pyran-4-yl)pyridino[3,4-b]pyrazine-2,5-diamine COC1=C(CC2=CC=3C(=NC(=C(N3)NC3CCOCC3)CC)C(=N2)N)C=CC(=C1)OC